5-(2-ethoxy-3-pyridinyl)-1-isopropyl-3-methyl-N-[(2-methyl-oxazol-5-yl)methyl]pyrazolo[4,3-b]pyridin-7-amine C(C)OC1=NC=CC=C1C1=CC(=C2C(=N1)C(=NN2C(C)C)C)NCC2=CN=C(O2)C